COC(=O)C=1C=CC2=C(N(C=N2)CC2=C(C=C(C=C2)B(O)O)C)C1 (4-((6-(methoxycarbonyl)-1H-benzo[d]imidazol-1-yl)methyl)-3-methylphenyl)boronic acid